4-(2-chlorophenyl)-3-fluoro-2-phenylbenzofuro[3,2-b]Pyridine ClC1=C(C=CC=C1)C1=C2C(=NC(=C1F)C1=CC=CC=C1)C1=C(O2)C=CC=C1